N-Methyl-L-Aspartat CN[C@@H](CC(=O)[O-])C(=O)[O-]